1-((1-ethyl-1H-imidazol-2-yl)methyl)-1H-benzo[d]imidazole-6-carboxylic acid C(C)N1C(=NC=C1)CN1C=NC2=C1C=C(C=C2)C(=O)O